C(C1=CC=CC=C1)OCCCCC1CCC(CC1)OC1=CC(=C(C=C1)Br)C(F)(F)F 4-(((1s,4r)-4-(4-(benzyloxy)butyl)cyclohexyl)oxy)-1-bromo-2-(trifluoromethyl)benzene